C1(CCCC1)N1N=C(C=C1C1=C(C=CC=C1OC)OC)C(=O)N[C@H](CC(=O)NCC1=NN=NN1)CCN1CCCCC1 (3S)-3-{[1-cyclopentyl-5-(2,6-dimethoxyphenyl)-1H-pyrazol-3-yl]formamido}-5-(piperidin-1-yl)-N-(1H-1,2,3,4-tetrazol-5-ylmethyl)pentanamide